C(CC(=O)O)(=O)O.C(C)C(C(=O)O)C.C(C)(C)(C)N1N=NN=C1C(C1=CC=C(C=C1)[N+](=O)[O-])NC1=CC=C(C=C1)C(F)(F)F (1-(tert-butyl)-1H-tetrazol-5-yl-(4-nitrophenyl)methyl)-4-(trifluoromethyl)aniline (ethyl methylacetate) malonate